N,N-dimethyl-4-(2-oxopropoxy)benzenesulfonamide CN(S(=O)(=O)C1=CC=C(C=C1)OCC(C)=O)C